(S)-tert-butyl 2-((tosyloxy)methyl)azetidine-1-carboxylate S(=O)(=O)(C1=CC=C(C)C=C1)OC[C@H]1N(CC1)C(=O)OC(C)(C)C